2-((3-(4-(pyridin-4-yl)-1H-pyrazol-3-yl)phenoxy)methyl)benzonitrile N1=CC=C(C=C1)C=1C(=NNC1)C=1C=C(OCC2=C(C#N)C=CC=C2)C=CC1